2-Hydroxy-4-methoxy-4'-methylbenzophenon OC1=C(C(=O)C2=CC=C(C=C2)C)C=CC(=C1)OC